CN[C@H](C(=O)O)CCC1=CC=C(C=C1)C (S)-2-(methylamino)-4-(p-tolyl)butanoic acid